BrC1=NC(=C(C=C1)N)C 2-bromo-5-amino-6-methylpyridine